C(C)(C)(C)OC(CCC1=C(C(=O)O)C=CC=C1)=O 2-(3-(t-butoxy)-3-oxopropyl)benzoic acid